N-(1-methylazetidin-3-yl)-5-(quinoxalin-6-yl)pyrrolo[2,1-f][1,2,4]triazin-2-amine CN1CC(C1)NC1=NN2C(C=N1)=C(C=C2)C=2C=C1N=CC=NC1=CC2